6-((1S,4S)-2,5-diazabicyclo[2.2.1]heptan-2-yl)-N-(2,3-difluoro-4-(((S)-tetrahydrofuran-2-yl)methoxy)phenyl)pyrido[3,2-d]pyrimidin-4-amine [C@@H]12N(C[C@@H](NC1)C2)C=2C=CC=1N=CN=C(C1N2)NC2=C(C(=C(C=C2)OC[C@H]2OCCC2)F)F